8-bromo-1-(4-(5-fluoro-3-((2R,4S)-4-fluoropyrrolidin-2-yl)pyridin-2-yloxy)butyl)-1H-imidazo[4,5-c]quinoline BrC1=CC=2C3=C(C=NC2C=C1)N=CN3CCCCOC3=NC=C(C=C3[C@@H]3NC[C@H](C3)F)F